NC1=NC=CC=C1C(C#CCCCCC)=O 1-(2-aminopyridin-3-yl)oct-2-yn-1-one